ClC1=C(C=CC=C1Cl)C=1C2=C(C(=NC1C)N1CCC(CC1)(N)C)C=NN2 [7-(2,3-dichlorophenyl)-6-methyl-1H-pyrazolo[4,3-c]pyridin-4-yl]-4-methyl-piperidin-4-amine